tert-butyl (R)-(1-(4-chloro-6-morpholinopyridin-2-yl)-5-oxopyrrolidin-3-yl)carbamate ClC1=CC(=NC(=C1)N1CCOCC1)N1C[C@@H](CC1=O)NC(OC(C)(C)C)=O